2-chloro-6-[(2S)-1-methoxypropan-2-yl]-6,7-dihydro-4H-pyrazolo[1,5-a]pyrrolo[3,4-d]pyrimidine ClC1=NN2C(NC=3C(=C2)CN(C3)[C@H](COC)C)=C1